tert-butyl 4-(3,3-dimethyl-2-oxoindolin-6-yl)-3,3-dimethylpiperazine-1-carboxylate CC1(C(NC2=CC(=CC=C12)N1C(CN(CC1)C(=O)OC(C)(C)C)(C)C)=O)C